C(N)(=O)OCCOCCOC(N)=O diethylene glycol dicarbamate